6-(3,4-difluorophenyl)-3-methyl-1-[(5-methylisoxazol-3-yl)methyl]imidazo[4,5-b]pyridin-2-one FC=1C=C(C=CC1F)C=1C=C2C(=NC1)N(C(N2CC2=NOC(=C2)C)=O)C